Isopropyl (S)-5-fluoro-6-(3-(fluoromethyl)-4-(3-hydroxypropyl)-5-oxo-4,5-dihydro-1H-1,2,4-triazol-1-yl)-2-((1,1,1-trifluoropropan-2-yl)oxy)nicotinate FC=1C(=NC(=C(C(=O)OC(C)C)C1)O[C@H](C(F)(F)F)C)N1N=C(N(C1=O)CCCO)CF